(2-hydroxypropoxy)butanol OC(COC(CCC)O)C